2-(ethylamino)-N-(5-nitrothiazol-2-yl)benzamide C(C)NC1=C(C(=O)NC=2SC(=CN2)[N+](=O)[O-])C=CC=C1